N-(4-methyl-3-(2-((1-methyl-1H-pyrazol-4-yl)amino)-8,9-dihydroimidazo[1',2':1,6]pyrido[2,3-d]pyrimidin-6-yl)phenyl)-2-(trifluoromethyl)isonicotinamide CC1=C(C=C(C=C1)NC(C1=CC(=NC=C1)C(F)(F)F)=O)C1=CC2=C(N=C(N=C2)NC=2C=NN(C2)C)N2C1=NCC2